5-(cyclobutylmethoxy)pyridin-2-amine C1(CCC1)COC=1C=CC(=NC1)N